O=C1NC(=C(C=C1C(=O)N)C1=CC=C(C=C1)OC1CCOCC1)C(F)(F)F 2-Oxo-5-(4-((tetrahydro-2H-pyran-4-yl)oxy)phenyl)-6-(trifluoromethyl)-1,2-dihydropyridin-3-carboxamide